FC=1C(=CC(=NC1)OC(C)C)N1C(C(C2=CC(=CC=C12)C(=O)NC1(CCS(CC1)(=O)=O)C)(C)C)=O 1-(5-fluoro-2-isopropoxypyridin-4-yl)-3,3-dimethyl-N-(4-methyl-1,1-dioxidotetrahydro-2H-thiopyran-4-yl)-2-oxoindoline-5-carboxamide